FC(C=1C=CC2=C(C(N(N=N2)[C@H](C)[C@@](CN2N=CN=C2)(O)C2=C(C=C(C=C2)F)F)=O)C1)(F)F 6-trifluoromethyl-3-[(2R,3R)-3-(2,4-difluorophenyl)-3-hydroxy-4-(1,2,4-triazol-1-yl)-2-butyl]1,2,3-benzotriazin-4-one